[2,6-Bis[(4S)-4-propan-2-yl-4,5-dihydro-1,3-oxazol-2-yl]phenyl]-rhodium dichloride hydrate O.CC(C)[C@@H]1N=C(OC1)C1=C(C(=CC=C1)C=1OC[C@@H](N1)C(C)C)[Rh](Cl)Cl